CC(C)(C)\N=C\C=N\C(C)(C)C N-((E,2E)-2-{[(E)-1,1-Dimethylethyl]imino}ethyliden)-2-methyl-2-propanamin